C(C=C)(=O)N1CCN(CC1)C=1C=C(C=CC1)C1=CC2=C(C(=NO2)NS(=O)(=O)C2=C(C=CC=C2OC)OC)C(=C1)OC N-(6-(3-(4-propenoylpiperazin-1-yl)phenyl)-4-methoxybenzo[d]isoxazol-3-yl)-2,6-dimethoxybenzenesulfonamide